ClC1=C2C(=NC=C1)N(N=C2)CC 4-chloro-1-ethyl-1H-pyrazolo[3,4-b]pyridine